2-(3-Fluoro-4-(thiophen-3-yl)phenyl)propan-1-ol FC=1C=C(C=CC1C1=CSC=C1)C(CO)C